N-[7-(2-chloro-5-fluorophenyl)-7-hydroxy-3-methyl-2,9-dioxo-1,2,3,7,8,9-hexahydro[1,4]oxazino[3,2-e]isoindol-6-yl]-5-fluoro-3-(trifluoromethyl)benzamide ClC1=C(C=C(C=C1)F)C1(NC(C2=C3C(=CC(=C12)NC(C1=CC(=CC(=C1)F)C(F)(F)F)=O)OC(C(N3)=O)C)=O)O